tert-butyl-(((3aR,4R,6aR)-5-fluoro-2,2-dimethyl-6-((trityloxy)methyl)-4,6a-dihydro-3aH-cyclopenta[d][1,3]dioxol-4-yl)oxy)diphenylsilane C(C)(C)(C)[Si](C1=CC=CC=C1)(C1=CC=CC=C1)O[C@H]1C(=C([C@H]2OC(O[C@H]21)(C)C)COC(C2=CC=CC=C2)(C2=CC=CC=C2)C2=CC=CC=C2)F